ClC1=C2C(=CN=C1)OCC=1C=C(C=CC12)[N+](=O)[O-] 1-chloro-8-nitro-6H-isochromeno[3,4-c]pyridine